C(CCCC)OCC=1C(=C(C(=NC1)C)O)CN 5'-O-pentyl-pyridoxamine